C(C1=CC=CC=C1)OC1C(C(C1)=O)C 3-(benzyloxy)-2-methylcyclobutan-1-one